ClC=1C=C(C=C(C1)Cl)C=1N=NC2=CC=C(C=C2C1N1CCC(CC1)NCCF)C=1C=C(C(=O)N)C=C(C1)F 3-[3-(3,5-dichlorophenyl)-4-{4-[(2-fluoroethyl)amino]piperidin-1-yl}cinnolin-6-yl]-5-fluorobenzamide